ClC1=C(C(=C(C=C1OC)OC)Cl)NC(N(C)C1=CC(=NC=N1)NC1=C(C=C(C=C1)N1CC2(C1)CCN(CC2)CC)NC(C=C)=O)=O N-(2-((6-(3-(2,6-dichloro-3,5-dimethoxyphenyl)-1-methylureido)pyrimidin-4-yl)amino)-5-(7-ethyl-2,7-diazaspiro[3.5]nonan-2-yl)phenyl)acrylamide